(E)-7-cyclohexyl-6-heptynylamide C1(CCCCC1)C#CCCCCC[NH-]